di(1-chloro-2-propyl) 1-hydroxy-2-propyl phosphate P(=O)(OC(CCl)C)(OC(CCl)C)OC(CO)C